C(C)(C)(C)OC(=O)N1CCC(CC1)(CO)CC=C.CS(=O)(=O)OCCCCCC#C hept-6-yn-1-yl methanesulfonate Tert-butyl-4-allyl-4-(hydroxymethyl)piperidine-1-carboxylate